cyclopropyl-5-vinyl-benzimidazole C1(CC1)C=1NC2=C(N1)C=CC(=C2)C=C